CN(C)CCOCCN(CCOCCN(CCOC(C=C)=O)C)C 2,8,14-trimethyl-5,11-dioxa-2,8,14-triazahexadecan-16-ylacrylate